6-(4-ethoxy-3-hydroxyphenyl)-N-((2-fluoro-5-methoxybenzyl)oxy)pyrazine-2-carboxamide C(C)OC1=C(C=C(C=C1)C1=CN=CC(=N1)C(=O)NOCC1=C(C=CC(=C1)OC)F)O